ClC=1C=C(C(=NC1)OC1=CC=C(C=C1)N1N=CN=N1)F 2-{4-[(5-chloro-3-fluoropyridin-2-yl)oxy]phenyl}-1,2,3,4-tetrazol